C(C)N(C(C1=C(C=CC(=C1)F)C=1C=2N(C=C(N1)C1CN(C1)C(C(C)C)CCC=O)C(=NC2)C)=O)C(C)C N-ethyl-5-fluoro-2-{3-methyl-6-[1-(2-methyl-6-oxohexan-3-yl)azetidin-3-yl]imidazo[1,5-a]pyrazin-8-yl}-N-(isopropyl)benzamide